C(C)O/C=C(\C(=O)OCC)/S(=O)(=O)C1=CC=C(C=C1)CC ethyl (E)-3-ethoxy-2-((4-ethylphenyl)sulfonyl)acrylate